O.O.[K+6] Potassium(VI) dihydrate